CN1C(C(=NC(=C1Cl)C)F)C(=O)O[C@H]1CNCC[C@@H]1CNC1=NC=2N(C(=C1)N)N=CC2 (3R,4R)-4-[[(7-aminopyrazolo[1,5-a]pyrimidin-5-yl)amino]methyl]piperidin-3-ol methyl-6-chloro-3-fluoro-5-methylpyrazine-2-carboxylate